C(C=C)(=O)NCC=1C(=C(C(=O)C2=CC=CC=C2)C=C(C1O)CNC(C=C)=O)O 3,5-diacrylamidomethyl-2,4-dihydroxybenzophenone